FC(CO)(OC1=C(C=C(C=C1)F)[C@@H](C)NC(OC(C)(C)C)=O)F tert-butyl (R)-(1-(2-(1,1-difluoro-2-hydroxyethoxy)-5-fluoro phenyl)ethyl)carbamate